CN1N=C(C(=C1)C1=CC2=C(C(N(C=C2C2=CC(N(C=C2OC2=C(C=CC=C2C)C)C)=O)C)=O)N1)C 2-(1,3-dimethyl-1H-pyrazol-4-yl)-4-(5-(2,6-dimethylphenoxy)-1-methyl-2-oxo-1,2-dihydropyridin-4-yl)-6-methyl-1,6-dihydro-7H-pyrrolo[2,3-c]pyridin-7-one